Cl.NC1CN(CC1)C(=O)C1=CC2=C(N(C(=N2)C=2N(C3=CC=CC=C3C2)CC)C)C(=C1)OC (3-Aminopyrrolidin-1-yl)(2-(1-ethyl-1H-indol-2-yl)-7-methoxy-1-methyl-1H-benzo[d]imidazol-5-yl)methanone hydrochloride salt